4-(4-(3-(1-((1S,2R,3S,5R)-2-fluoro-8-azabicyclo[3.2.1]octan-3-yl)vinyl)-1,2,4-triazin-6-yl)-3-hydroxyphenyl)-1-methyl-1,3,5-triazin-2(1H)-one F[C@H]1[C@@H]2CC[C@H](C[C@H]1C(=C)C=1N=NC(=CN1)C1=C(C=C(C=C1)C1=NC(N(C=N1)C)=O)O)N2